OCCNCCCCCCCC(C(=O)OCCCN1CCOCC1)(CCCCCCCC)CCCCCCCC 3-morpholinyl-propanol 7-(2-hydroxyethylamino)heptyl-2-octyldecanoate